SCSC(SCC(CSC(SCS)SCS)CSC(SCS)SCS)SCS tri(3,3-bis(mercaptomethylthio)-2-thiapropyl)methane